(R)-3-(5-((syn-2,6-dimethylmorpholino)methyl)-2-vinylpyridin-4-yl)-10-methyl-9,10,11,12-tetrahydro-8H-[1,4]diazepino[5',6':4,5]thieno[3,2-f]quinolin-8-one CC1OC(CN(C1)CC=1C(=CC(=NC1)C=C)C1=NC=2C=CC3=C(C2C=C1)C1=C(S3)C(N[C@@H](CN1)C)=O)C